C(C)(C)C=1C=CC(=NC1N1[C@H](CCC1)C)C(=O)NC1=CC(=C(C(=O)O)C=C1)C (S)-4-(5-isopropyl-6-(2-methylpyrrolidin-1-yl)pyridinamido)-2-methylbenzoic acid